pyrano[2,3-b]quinoline O1CC=CC=2C1=NC1=CC=CC=C1C2